ClC1=C(C=C(C=C1)C1=NN=C(O1)[C@@H]1CC[C@H](CO1)NC(OC(C)(C)C)=O)F tert-butyl ((3R,6S)-6-(5-(4-chloro-3-fluorophenyl)-1,3,4-oxadiazol-2-yl)tetrahydro-2H-pyran-3-yl)carbamate